3-(3-chloropropyl)-2-methoxypyridine ClCCCC=1C(=NC=CC1)OC